NC1(C2=CC=CC=C2C=2C=CC=CC12)C(=O)N[C@H](C(=O)OC)CC1CCCCC1 methyl (S)-2-(9-amino-9H-fluorene-9-carboxamido)-3-cyclohexylpropanoate